Melilotic acid C(CCC=1C(O)=CC=CC1)(=O)O